(S)-5-benzyl-N-(5'-methyl-4'-oxo-4',5'-dihydro-3'H-spiro[cyclopropane-1,2'-pyrido[3,2-b][1,4]oxazepine]-3'-yl)-1,3,4-oxadiazole-2-carboxamide C(C1=CC=CC=C1)C1=NN=C(O1)C(=O)N[C@@H]1C(N(C2=C(OC13CC3)C=CC=N2)C)=O